C(C1=CC=CC=C1)OC=1C=CC(=C(COC(C(=O)OC)(C)C2=CC=CC=C2)C1)Br methyl 2-((5-(benzyloxy)-2-bromobenzyl)oxy)-2-phenylpropanoate